1,1-Dimethylethyl 2,7-diazaspiro[4.4]nonane-2-carboxylate C1N(CCC12CNCC2)C(=O)OC(C)(C)C